5-((3-(ethoxymethyl)-3-phenethyl-pyrrolidin-1-yl)methyl)-2-methylpyridine C(C)OCC1(CN(CC1)CC=1C=CC(=NC1)C)CCC1=CC=CC=C1